N-(3-chloro-5-(methylsulfonylamino)phenyl)-5-(4-phenylpiperazine-1-carbonyl)-1-(pyridin-2-yl)-1H-pyrrole-3-carboxamide ClC=1C=C(C=C(C1)NS(=O)(=O)C)NC(=O)C1=CN(C(=C1)C(=O)N1CCN(CC1)C1=CC=CC=C1)C1=NC=CC=C1